CC1=C(C=CC(=C1)Cl)[C@@H](CC)N=C=O (R)-(+)-1-(2-methyl-4-chlorophenyl)propyl isocyanate